2-(2,6-Dimethyl-4-trifluoromethylphenyl)ethanol CC1=C(C(=CC(=C1)C(F)(F)F)C)CCO